7-fluoro-6-hydroxy-2-methyl-4-oxa-1-azatricyclo[7.3.1.05,13]tridecan-5(13),6,8,11-tetraen-10-one FC1=C(C=2OCC(N3C=CC(C(=C1)C32)=O)C)O